2-[3,5-bis(2-aminoethyl)cyclohexyl]ethylamine NCCC1CC(CC(C1)CCN)CCN